(S)-3-(2,2-dichloro-ethenyl)-2,2-dimethylcyclopropanecarboxylate ClC(=CC1C([C@H]1C(=O)[O-])(C)C)Cl